4-hydroxy-2-(trifluoromethyl)benzamide OC1=CC(=C(C(=O)N)C=C1)C(F)(F)F